CN1C=NC=C(C1=O)B(O)O (1-methyl-6-oxo-1,6-dihydropyrimidin-5-yl)boronic acid